C(C)(CC)OC(C(=O)[O-])CC.C(C)OC(C)=O.[Al+3].C(C)(CC)OC(C(=O)[O-])CC.C(C)(CC)OC(C(=O)[O-])CC aluminum ethylacetate sec-butoxy(ethylacetate)